FC(OC1=CC=C(C=C1)S(=O)(=O)NC(CC(=O)OCC)C1=CC(=CC=C1)C(F)(F)F)(F)F ethyl 3-((4-(trifluoromethoxy)phenyl)sulfonamido)-3-(3-(trifluoromethyl)phenyl)propanoate